(3R,4R)-4-(aminomethyl)-3-hydroxypiperidine NC[C@@H]1[C@H](CNCC1)O